2-(bromomethyl)-3,3,3-trifluoro-2-hydroxypropionamide BrCC(C(=O)N)(C(F)(F)F)O